(9H-fluoren-9-yl)methyl N-[8-(1H-1,2,3-benzotriazol-1-yl)-8-oxooctyl]carbamate N1(N=NC2=C1C=CC=C2)C(CCCCCCCNC(OCC2C1=CC=CC=C1C=1C=CC=CC21)=O)=O